6-(1-((4-bromo-2-(2,6-dioxopiperidin-3-yl)-1,3-dioxoisoindolin-5-yl)methyl)piperidin-4-yl)-2-(4-phenoxyphenyl)nicotinamide BrC1=C2C(N(C(C2=CC=C1CN1CCC(CC1)C1=NC(=C(C(=O)N)C=C1)C1=CC=C(C=C1)OC1=CC=CC=C1)=O)C1C(NC(CC1)=O)=O)=O